ClC=1C=CC=C2C=CC=C(C12)C1=C(C=2N=C(N=CC2C=N1)OC=1C=CC2=C(N(C=N2)C)C1)F 7-(8-chloronaphthalen-1-yl)-8-fluoro-2-((1-methyl-1H-benzo[d]imidazol-6-yl)oxy)pyrido[4,3-d]pyrimidine